1-((cis-3-(benzyloxy)cyclobutyl)methoxy)-2-fluoro-4-methylbenzene C(C1=CC=CC=C1)O[C@H]1C[C@H](C1)COC1=C(C=C(C=C1)C)F